C1CCN=C(C1)NO piperidone oxime